N-((R)-1-(3-amino-5-(trifluoromethyl)phenyl)ethyl)-6,10-dimethyl-2,3,4,4a,5,6-hexahydro-1H-pyrido[1'',2'':4',5']pyrazino[2',3':5,6]pyrido[2,3-d]pyrimidin-8-amine NC=1C=C(C=C(C1)C(F)(F)F)[C@@H](C)NC1=C2C(=NC(=N1)C)N=C1C(=C2)N(CC2N1CCCC2)C